ClC1=CC=C(C=C1)N1N=C(C=C1)O (4-chlorophenyl)-1H-pyrazol-3-ol